7-((S)-1-methoxypropane-2-yl)-7H-pyrrolo[2,3-d]Pyrimidine-6-carbonitrile COC[C@H](C)N1C(=CC2=C1N=CN=C2)C#N